(2E,4Z)-ethyl deca-2,4-dienoate (Ethyl Decadienoate) C(C)C(C(=O)O)=CC=CCCCCC.C(\C=C\C=C/CCCCC)(=O)OCC